3-monochloropropanediol tert-butyl-(2S)-4-[6-chloro-8-fluoro-7-(3-hydroxy-1-naphthyl)-2-[(1R)-1-methyl-2-oxo-ethoxy]quinazolin-4-yl]-2-(cyanomethyl)piperazine-1-carboxylate C(C)(C)(C)[C@@]1(N(CCN(C1)C1=NC(=NC2=C(C(=C(C=C12)Cl)C1=CC(=CC2=CC=CC=C12)O)F)O[C@@H](C=O)C)C(=O)OC(CCCl)O)CC#N